C(C)(C)N1CC(OCC1)C=1C=C2C(=C(NC2=CC1)C=1C=C(C=2N(C1)N=CN2)C)C(C)C 4-Isopropyl-2-(3-isopropyl-2-(8-methyl-[1,2,4]triazolo[1,5-a]pyridin-6-yl)-1H-indol-5-yl)morpholin